2-hydroxypropylene-1,3-diamine C(/C(=C/N)/O)N